ClC1=C(C=C(C=C1)F)N=C(N)C1=C(C=2N(N=C1)C=C(C2)C2=C(C=CC(=C2)OCOC)C)N[C@H]2C[C@H](CC2)NC(OC(C)(C)C)=O tert-butyl [(1S,3R)-3-[[3-[N'-(2-chloro-5-fluorophenyl)carbamimidoyl]-6-[5-(methoxymethoxy)-2-methylphenyl]pyrrolo[1,2-b]pyridazin-4-yl]amino]cyclopentyl]carbamate